NC=1N=CC(=NC1OC)C1=CC=C(C(=N1)OC)NC(=O)C=1C(=NOC1C)C1=CC=CC=C1 [6-(5-amino-6-methoxy-pyrazin-2-yl)-2-methoxy-3-pyridinyl]-5-methyl-3-phenyl-isoxazole-4-carboxamide